C(C)(C)(C)OC(=O)N1CCN(CC1)C1=C(C(=CC=C1C#N)C=C(C)C)F 4-(6-cyano-2-fluoro-3-(2-methylprop-1-en-1-yl)phenyl)piperazine-1-carboxylic acid tert-butyl ester